1,1'-azobiscyclohexane nitrate [N+](=O)(O)[O-].N(=NC1CCCCC1)C1CCCCC1